[In].[Ga].[Cu] copper-gallium indium